FC1([C@@H]([C@@H](N(C1)C(=O)C1OCC1)CC=1C(=C(C=CC1)C1=C(C(=C(C=C1)F)F)F)F)NS(=O)(=O)CC)F N-{(2S,3R)-4,4-difluoro-1-(oxetane-2-carbonyl)-2-[(2,2',3',4'-tetrafluoro[1,1'-biphenyl]-3-yl)methyl]pyrrolidin-3-yl}ethanesulfonamide